C(C)[C@]1([C@](CCC1)(C(=O)OCCCC1C(CCCC1)CO)O)O |r| 3-(2-(hydroxymethyl)cyclohexyl)propanol (±)-cis-Ethyl-1,2-dihydroxycyclopentanecarboxylate